tert-butyl ((2,3-difluoro-4-((2-fluoro-6-(pyrrolidin-1-ylmethyl)benzyl)amino)phenyl)sulfonyl)(isoxazol-3-yl)carbamate FC1=C(C=CC(=C1F)NCC1=C(C=CC=C1CN1CCCC1)F)S(=O)(=O)N(C(OC(C)(C)C)=O)C1=NOC=C1